4-(3-chlorophenyl)butanoic acid ClC=1C=C(C=CC1)CCCC(=O)O